C1(=CC=CC=C1)C1=NC=NC2=CC3=C(C=C12)C=CC=C3 4-phenylbenzo[g]quinazoline